pentenyl-hexyl-phosphinic acid C(=CCCC)P(O)(=O)CCCCCC